6-methoxy-N-(5-(methylsulfanyl)-1,3,4-thiadiazol-2-yl)-4,5-dihydronaphtho[1,2-c]isoxazole-3-carboxamide COC1=C2CCC=3C(=NOC3C(=O)NC=3SC(=NN3)SC)C2=CC=C1